ClC=1C(=NN2C1CNCCC2)N chloro-5,6,7,8-tetrahydro-4H-pyrazolo[1,5-a][1,4]diazepin-2-amine